ClC=1C(=C(C(=CC1)N1N=NN=C1)C1=CC(N2[C@@H](CC([C@@]2(C1([2H])[2H])[2H])([2H])[2H])C=1NC(=CN1)C1=C(C(=NC=C1)CO)F)=O)F (3S,8aR)-7-(3-chloro-2-fluoro-6-(1H-tetrazol-1-yl)phenyl)-3-(5-(3-fluoro-2-(hydroxymethyl)pyridin-4-yl)-1H-imidazol-2-yl)-2,3,8,8a-tetrahydroindolizin-5(1H)-one-1,1,8,8,8a-d5